2-(3-trifluoromethyl-phenyl)-2-tolylacetonitrile FC(C=1C=C(C=CC1)C1(C(C=CC=C1)C)CC#N)(F)F